1-(2-morpholinoethyl)-1H-indole-6-carboxylic Acid O1CCN(CC1)CCN1C=CC2=CC=C(C=C12)C(=O)O